ClC=1C=C(C=C(C1)Cl)C(CC(=O)O)N1N=CC2=C(C=CC=C12)OCCC1=NC=2NCCCC2C=C1 3-(3,5-Dichlorophenyl)-3-(4-(2-(5,6,7,8-tetrahydro-1,8-naphthyridin-2-yl)-ethoxy)-1H-indazol-1-yl)propanoic acid